N-((3-nitro-4-((piperidin-4-ylmethyl)amino)phenyl)sulfonyl)benzamide [N+](=O)([O-])C=1C=C(C=CC1NCC1CCNCC1)S(=O)(=O)NC(C1=CC=CC=C1)=O